[Si].[Ca].[Na].[Fe] iron sodium calcium silicon